FC(C)(F)C1=CC=C(C=C1)C1=CN=C2C(=N1)N(N=C2)CC(=O)N(C)C 2-(6-(4-(1,1-Difluoroethyl)phenyl)-1H-pyrazolo[3,4-b]pyrazin-1-yl)-N,N-dimethylacetamide